C(CCCCCCC\C=C/C\C=C/CCCCC)(=O)OCC(OC(CCCCCCC\C=C/C\C=C/CCCCC)=O)COC(CCCCCCC\C=C/C\C=C/CCCCC)=O glycerol tri-linoleate